3-(5-benzyl-pyrimidin-2-yl)-2,5-dihydro-1H-pyrrole-1-carboxylic acid tert-butyl ester C(C)(C)(C)OC(=O)N1CC(=CC1)C1=NC=C(C=N1)CC1=CC=CC=C1